6-(1-isopropyl-1H-1,2,3-triazol-4-yl)imidazo[1,2-a]pyridine-2-carboxamide C(C)(C)N1N=NC(=C1)C=1C=CC=2N(C1)C=C(N2)C(=O)N